COC1=CC=C(CNC2=C3N=CN(C3=NC=N2)[C@H]2[C@@H](O)[C@H](O)[C@H](O2)CO)O1 6-(5-methoxyfurfurylamino)-9-β-D-arabinofuranosylpurine